N-[1-[2-(5-bromo-2-pyridyl)-1,2,4-triazol-3-yl]ethyl]-6-chloro-N-methyl-8-(trifluoromethyl)quinazolin-4-amine BrC=1C=CC(=NC1)N1N=CN=C1C(C)N(C1=NC=NC2=C(C=C(C=C12)Cl)C(F)(F)F)C